C(C)(C)(C)C=1N(C=CN1)CC1=C(C=C(C=C1)C1=C(SC(=C1)CC(C)C)S(=O)(=O)NC(OC)=O)C#N Methyl ((3-(4-((2-(tert-butyl)-1H-imidazol-1-yl)methyl)-3-cyanophenyl)-5-isobutylthiophen-2-yl)sulfonyl)carbamate